C(C=C)SC[C@@H](C(=O)O)N1CC=2N([C@@H](C1=O)CSCC=C)C(=CC2)C=O (2R)-3-(allylthio)-2-[(4S)-4-(allylthiomethyl)-6-formyl-3-oxo-3,4-dihydropyrrolo[1,2-a]pyrazine-2(1H)-yl]propionic acid